(1-isopropyl-1H-imidazol-4-yl)[(1R,5S,6r)-6-(2-pyridinylcarbonyl)-3-azabicyclo[3.1.0]hex-3-yl]methanone C(C)(C)N1C=NC(=C1)C(=O)N1C[C@H]2C([C@H]2C1)C(=O)C1=NC=CC=C1